Tert-butyl (2-((2-hydroxypropyl)amino)ethyl)(methyl)carbamate OC(CNCCN(C(OC(C)(C)C)=O)C)C